OCC(C1=CC=CC=C1)NC(=O)C1=CN(C=C1)C1=NC(=NC=C1C)NC1=CC(=C(C(=C1)OC)OC)OC N-(2-hydroxy-1-phenylethyl)-1-(5-methyl-2-((3,4,5-trimethoxyphenyl)amino)pyrimidin-4-yl)-1H-pyrrole-3-carboxamide